ClC1=C(C(=CC=C1)F)C1=NOC(=C1C1=NC=CC=N1)C=1C=NN(C1C(F)(F)F)C1(CC(C1)(O)C)[2H] (1s,3s)-3-(4-(3-(2-chloro-6-fluorophenyl)-4-(pyrimidin-2-yl)isoxazol-5-yl)-5-(trifluoromethyl)-1H-pyrazol-1-yl)-1-methylcyclobutan-3-d-1-ol